2,3-Diethyl-6-methyl-4-isobutoxy-phenol C(C)C1=C(C(=CC(=C1CC)OCC(C)C)C)O